[OH-].[K+].C(C)(=O)[O-].[Cu+2] copper acetate potassium hydroxide